4-(5-bromo-3-isopropoxypyridin-2-yl)morpholine BrC=1C=C(C(=NC1)N1CCOCC1)OC(C)C